C(C)OC(OCC)[SiH2]CCCN 3-(diethoxymethylsilyl)propylamine